3-{[2-(4-chlorophenyl)imidazo[1,2-a]pyrimidin-3-yl]methyl}-N,N-diisopropyl-3,8-diazabicyclo[3.2.1]octane-8-carboxamide ClC1=CC=C(C=C1)C=1N=C2N(C=CC=N2)C1CN1CC2CCC(C1)N2C(=O)N(C(C)C)C(C)C